FC(C(=O)O)(C(C(C(C(C(C(C(C(C(C(C(F)(F)F)(F)F)(F)F)(F)F)(F)F)(F)F)(F)F)(F)F)(F)F)(F)F)(F)F)F Perfluoro-n-tridecanoic acid